3,4-diethyl-2-cycloheptenone C(C)C1=CC(CCCC1CC)=O